S(=O)(=O)(O)C(C(=O)OS(=O)CC)CC(=O)OS(=O)CC.[Na] sodium bis(2-ethylsulfinyl) sulfosuccinate